O=C1N(C(=CN=C1NCCC1=CC=CC=C1)C#CC1=CC=CC=C1)CC(=O)OC(C)(C)C tert-butyl 2-(2-oxo-3-(phenethylamino)-6-(phenylethynyl)pyrazin-1(2H)-yl)acetate